[Pb].B(O)(O)O boric acid lead